ClC=1C(=C(C=CC1)NC=1C(=NN2C1C(NCC2)=O)C2=CC(=NC=C2)C(F)F)OC 3-[(3-chloro-2-methoxyphenyl)amino]-2-[2-(difluoromethyl)pyridin-4-yl]-5H,6H,7H-pyrazolo[1,5-a]pyrazin-4-one